(S)-(3-aminopyrrolidin-1-yl)(3-methyl-5-(4-(1-(2-(2-(prop-2-yn-1-yloxy)ethoxy)ethyl)piperidin-4-yl)phenyl)thiophen-2-yl)methanone N[C@@H]1CN(CC1)C(=O)C=1SC(=CC1C)C1=CC=C(C=C1)C1CCN(CC1)CCOCCOCC#C